CC=1C=CC=C2NCCN(C12)S(=O)(=O)C1=C(C=CC(=C1)C1=CC(=NO1)C)C(F)(F)F 8-methyl-1-[5-(3-methyl-1,2-oxazol-5-yl)-2-(trifluoromethyl)benzenesulfonyl]-1,2,3,4-tetrahydroquinoxaline